4-(3-((3s,5r)-3,5-dimethylpiperazin-1-yl)propoxy)-N-(3-(5-fluoro-1H-indol-3-yl)propyl)benzenesulfonamide C[C@H]1CN(C[C@H](N1)C)CCCOC1=CC=C(C=C1)S(=O)(=O)NCCCC1=CNC2=CC=C(C=C12)F